5-(5-(4-chlorophenyl)-1-(2,4-dichlorophenyl)-4-methyl-1H-pyrazole-3-carboxamido)pyrazine-2-carboxylic acid ClC1=CC=C(C=C1)C1=C(C(=NN1C1=C(C=C(C=C1)Cl)Cl)C(=O)NC=1N=CC(=NC1)C(=O)O)C